4-(1-(2-(3-(1-(2-methoxyethyl)-1H-pyrazol-4-yl)quinolin-6-yl)ethyl)-6-oxo-1,6-dihydropyridazin-3-yl)-N-methyl-2-(trifluoromethyl)benzamide COCCN1N=CC(=C1)C=1C=NC2=CC=C(C=C2C1)CCN1N=C(C=CC1=O)C1=CC(=C(C(=O)NC)C=C1)C(F)(F)F